ClC=1C=CC(=C(C1)C1=CC(=C(N=N1)C)NC1=CC(=NC=C1)NC(=O)N1CCC2(CCN(C2)C)CC1)F N-(4-{[6-(5-chloro-2-fluorophenyl)-3-methylpyridazin-4-yl]amino}pyridin-2-yl)-2-methyl-2,8-diazaspiro[4.5]decane-8-carboxamide